ClC1=C(C(=CC=C1)F)C=1C=2N(C(=NC1C)O)C=CN2 8-(2-Chloro-6-fluorophenyl)-7-methylimidazo[1,2-c]pyrimidin-5-ol